5,8,11-Eicosatriynoic acid, methyl ester C(CCCC#CCC#CCC#CCCCCCCCC)(=O)OC